FC(COC1=C(C=CC=C1)C=1C(C(=CN(N1)CC(C)(C)O)C(=O)O)=O)F 6-[2-(2,2-difluoroethoxy)phenyl]-2-(2-hydroxy-2-methylpropyl)-5-oxo-2,5-dihydropyridazine-4-carboxylic Acid